CCCCCCCCCCCCCCCC(=O)OC[C@H](COP(=O)(O)OC[C@@H](C(=O)O)N)OC(=O)CC/C=C\C/C=C\C/C=C\C/C=C\C/C=C\C/C=C\CC 1-hexadecanoyl-2-(4Z,7Z,10Z,13Z,16Z,19Z-docosahexaenoyl)-sn-glycero-3-phosphoserine